C1(CC1)CN1N=CC(=N1)OCC1=C(N=NN1C)C1=CC=C(C(=N1)CC)N1C[C@H](CC(C1)(F)F)CC(=O)O (S)-2-(1-(6-(5-(((2-(cyclopropylmethyl)-2H-1,2,3-triazol-4-yl)oxy)methyl)-1-methyl-1H-1,2,3-triazol-4-yl)-2-ethylpyridin-3-yl)-5,5-difluoropiperidin-3-yl)acetic acid